7-{4-[4-(6-Fluoro-benzo[d]isoxazol-3-yl)-piperidin-1-yl]-butyl}-6,8-dioxo-octahydro-pyrazino[1,2-c]pyrimidine-2-carboxylic acid methyl ester COC(=O)N1CC2N(C(N(C(C2)=O)CCCCN2CCC(CC2)C2=NOC3=C2C=CC(=C3)F)=O)CC1